C1(CC1)C=1C=C(C(=O)N=C2NCCN2)C=C(C1NC1=CC(=CC=C1)C(NC1COC1)=O)F 3-cyclopropyl-5-fluoro-N-[(2Z)-imidazolidin-2-ylidene]-4-({3-[(oxetan-3-yl)carbamoyl]phenyl}amino)benzamide